F[C@H]1CN(CC[C@H]1OC)C1=NC=CC(=N1)NC=1N=CC2=C(C=CC(=C2C1)C(C)C)N1[C@@H]([C@H](C1)CS(=O)(=O)C)C N-{2-[(3S,4R)-3-fluoro-4-methoxypiperidin-1-yl]pyrimidin-4-yl}-8-[(2R,3S)-3-(methanesulfonylmeth-yl)-2-methylazetidin-1-yl]-5-(propan-2-yl)isoquinolin-3-amine